pentan-3-yl L-alaninate N[C@@H](C)C(=O)OC(CC)CC